N1=CC=C(C=2OC[C@H]3N(C21)CCC3)SCCC(=O)O (S)-3-((6a,7,8,9-tetrahydro-6H-pyrido[3,2-b]pyrrolo[1,2-d][1,4]oxazin-4-yl)thio)propanoic acid